3-(2-Chloro-3-bromoanilino)-5-dimethoxymethylbenzisothiazole ClC1=C(NC2=NSC3=C2C=C(C=C3)C(OC)OC)C=CC=C1Br